6-[5-[2-[[3-[(1-aminocyclopropyl)methoxy]-4-chloro-6,7-dihydro-5H-cyclopenta[c]pyridin-6-yl]methylamino]ethyl]-2-oxo-1,3-oxazolidin-3-yl]-4H-pyrido[3,2-b][1,4]oxazin-3-one NC1(CC1)COC1=C(C2=C(C=N1)CC(C2)CNCCC2CN(C(O2)=O)C=2C=CC=1OCC(NC1N2)=O)Cl